2-(3-ethoxy-5-((1s,3s)-3-methyl-1-(4-methyl-4H-1,2,4-triazol-3-yl)cyclobutyl)phenyl)-6-(((1-methylcyclobutyl)amino)methyl)-4-(trifluoromethyl)isoindolin-1-one C(C)OC=1C=C(C=C(C1)C1(CC(C1)C)C1=NN=CN1C)N1C(C2=CC(=CC(=C2C1)C(F)(F)F)CNC1(CCC1)C)=O